C(C)(C)(C)OC(=O)N1CCN(CC1)C1=CC=C(C=C1)N 1-tert-butoxycarbonyl-4-(4-aminophenyl)piperazine